C1(CC1)COC=1C=C(C=CC1OC)C(CN1CC=CC=C1)=O 1-(2-(3-cyclopropylmethoxy-4-methoxyphenyl)-2-oxoethyl)pyridin